N,N-Dimethylcaproamide CN(C(CCCCC)=O)C